2-(2,6-difluorophenyl)-1,3-thiazole-4-carboxamide FC1=C(C(=CC=C1)F)C=1SC=C(N1)C(=O)N